((piperazine-1,4-diylbis(ethane-2,1-diyl))bis(azanetriyl))tetrakis(butane-4,1-diyl)tetrakis(2-hexyldecanoate) N1(CCN(CC1)CCN(CCCCC(C(=O)[O-])(CCCCCCCC)CCCCCC)CCCCC(C(=O)[O-])(CCCCCCCC)CCCCCC)CCN(CCCCC(C(=O)[O-])(CCCCCCCC)CCCCCC)CCCCC(C(=O)[O-])(CCCCCCCC)CCCCCC